Nitrophenolat [N+](=O)([O-])C1=C(C=CC=C1)[O-]